3,10,10-Trimethyl-9-phenyl-2,3,4a,10-tetrahydro-1H-indeno[1,2-c]pyrazolo[1,2-a]pyrazol-1-one CC1CC(N2N1C1C(C2(C)C)=C(C=2C=CC=CC21)C2=CC=CC=C2)=O